2-(5-bromo-6-(trifluoromethyl)pyrazin-2-yl)propan-2-ol BrC=1N=CC(=NC1C(F)(F)F)C(C)(C)O